NC1=C2C(=NC=N1)N(N=C2C=2C=NC(=C(C2)F)OC(C)C)[C@@H](C)C=2C=C1N(C(C2C2=CC=CC=C2)=O)C(=CS1)Cl (S)-7-(1-(4-amino-3-(5-fluoro-6-isopropoxypyridin-3-yl)-1H-pyrazolo[3,4-d]pyrimidin-1-yl)ethyl)-3-chloro-6-phenyl-5H-thiazolo[3,2-a]pyridin-5-one